((2-(((3S,6S,8R,10aR)-8-ethoxy-3-(3-(morpholine-4-carbonyl)azetidine-1-carbonyl)-5-oxodecahydropyrrolo[1,2-a]azocin-6-yl)carbamoyl)benzo[b]thiophen-5-yl)difluoromethyl)phosphonic acid C(C)O[C@@H]1CC[C@@H]2N(C([C@H](C1)NC(=O)C1=CC3=C(S1)C=CC(=C3)C(F)(F)P(O)(O)=O)=O)[C@@H](CC2)C(=O)N2CC(C2)C(=O)N2CCOCC2